7-chloro-1-isopropyl-4-((2R,3S)-2-methyl-3-(methylsulfonylmethyl)azetidin-1-yl)pyrido[4,3-d]pyridazine ClC1=CC=2C(=NN=C(C2C=N1)N1[C@@H]([C@H](C1)CS(=O)(=O)C)C)C(C)C